Cl.N1=CC(=CC=C1)C1C[C@@H]2[C@@H](CNC2)C1 (3aR,5r,6aS)-5-(pyridin-3-yl)octahydrocyclopenta[c]pyrrole monohydrochloride